The molecule is a linear amino hexasaccharide made up from one glucosamine, one glucose, one fucose and three galactose residues, linked as shown. It is an amino hexasaccharide and a glucosamine oligosaccharide. C[C@H]1[C@H]([C@H]([C@@H]([C@@H](O1)O[C@@H]2[C@H]([C@H]([C@H](O[C@H]2O[C@@H]3[C@H]([C@@H](O[C@@H]([C@H]3O)CO)O[C@H]4[C@H]([C@H](O[C@@H]([C@@H]4O)O[C@H]5[C@H](O[C@H]([C@@H]([C@H]5O)O)O[C@@H]6[C@H](OC([C@@H]([C@H]6O)O)O)CO)CO)CO)O)NC(=O)C)CO)O)O)O)O)O